N1N=CN=C1N 1H-1,2,4-triazole-5-Amine